C(C)(C)(C)C1=C(CN(C)C)C=C(C(=C1)O)C(C)(C)C 2,5-di-tert-butyl-4-hydroxybenzyl-dimethylamine